ethyl (2R,6S)-2,6-dimethylpiperidine-4-carboxylate C[C@H]1N[C@H](CC(C1)C(=O)OCC)C